4,4'-bis-azidobiphenyl N(=[N+]=[N-])C1=CC=C(C=C1)C1=CC=C(C=C1)N=[N+]=[N-]